O=C1N(CCC(N1)=O)C1=CC=C(OCCN2CCC3(CCN(CC3)C(=O)OC(C)(C)C)CC2)C=C1 tert-Butyl 9-(2-(4-(2,4-dioxotetrahydropyrimidin-1(2H)-yl)phenoxy)ethyl)-3,9-diazaspiro[5.5]undecane-3-carboxylate